1-methyl-7-[4-(4-methylpiperazin-1-yl)anilino]-3-(1-prop-2-enoylindolin-3-yl)-4H-pyrimido[4,5-d]pyrimidin-2-one CN1C(N(CC=2C1=NC(=NC2)NC2=CC=C(C=C2)N2CCN(CC2)C)C2CN(C1=CC=CC=C21)C(C=C)=O)=O